ClC=1C=C(C=CC1)N1C(N=C2C(C1=O)=CC=CN2CC=2C=NC(=NC2)Cl)=O 3-(3-chlorophenyl)-8-((2-chloropyrimidin-5-yl)methyl)pyrido[2,3-d]pyrimidine-2,4(3H,8H)-dione